C1(CC1)C1=NN(C=N1)C1CC2(CN(C2)C(=O)N2CC(C2)OCC2=CC(=CC=C2)S(=O)(=O)C(F)(F)F)C1 [6-(3-cyclopropyl-1,2,4-triazol-1-yl)-2-azaspiro[3.3]heptan-2-yl]-[3-[[3-(trifluoromethylsulfonyl)phenyl]methoxy]azetidin-1-yl]methanone